(S)-6-amino-N-methyl-1-N-(6-(trifluoromethyl)-2,3-dihydrobenzofuran-3-yl)imidazo[1,5-a]pyrido[3,2-e]pyrazine-2-carboxamide NC=1C=2N(C3=C(N1)C=C[C@H](N3C3COC1=C3C=CC(=C1)C(F)(F)F)C(=O)NC)C=NC2